(R,Z)-2-Fluoro-N-(7-methoxy-4-((2-methoxy-5-methyl-4-(naphthalen-2-yloxy)phenyl)amino)quinazoline-6-yl)-3-(1-methylpyrrolidin-2-yl)acrylamide F\C(\C(=O)NC=1C=C2C(=NC=NC2=CC1OC)NC1=C(C=C(C(=C1)C)OC1=CC2=CC=CC=C2C=C1)OC)=C/[C@@H]1N(CCC1)C